tert-butyl (S)-(5-aminopentan-2-yl)carbamate NCCC[C@H](C)NC(OC(C)(C)C)=O